4-bromo-7-(trifluoroethyl)-1,3-benzothiazol BrC1=CC=C(C2=C1N=CS2)CC(F)(F)F